C(C)(C)(C)OC(=O)N1C[C@@H](N(CC1)C=1C2=C(N=CN1)N(C=C2N2C(CCC2)=O)C21CCC(CC2)CC1)C (S)-4-(7-(bicyclo[2.2.2]oct-1-yl)-5-(2-oxopyrrolidin-1-yl)-7H-pyrrolo[2,3-d]pyrimidin-4-yl)-3-methylpiperazine-1-carboxylic acid tert-butyl ester